N-(1-{bicyclo[1.1.1]pentan-1-ylamino}-3-ethoxypropan-2-yl)-2,4-dibromo-5-methoxybenzene-1-sulfonamide C12(CC(C1)C2)NCC(COCC)NS(=O)(=O)C2=C(C=C(C(=C2)OC)Br)Br